C(C1=CC=CC=C1)N1N=CC=2C1=CN=NC2Cl 1-benzyl-4-chloro-1H-pyrazolo[3,4-d]pyridazine